tertbutyl 4-acetyl-3-(2,6-dichloro-4-pyridyl)piperazine-1-carboxylate C(C)(=O)N1C(CN(CC1)C(=O)OC(C)(C)C)C1=CC(=NC(=C1)Cl)Cl